ClC=1C(=NC(=NC1)NC1=C2C=CN=CC2=CC=C1)NC1=C(C=CC=C1)P(C)(C)=O (2-((5-Chloro-2-(isoquinolin-5-ylamino)pyrimidin-4-yl)amino)phenyl)dimethylphosphine oxide